6-{[4-(trifluoromethyl)-1H-pyrazol-1-yl]methyl}pyridine FC(C=1C=NN(C1)CC1=CC=CC=N1)(F)F